CC1(N(CCC1)CC1(CC1)C(=O)NC=1C=C(C(=NC1)C)NC(=O)C=1C=NN2C1SC(=C2)C=2C=NN(C2)CCOC)C N-(5-(1-((2,2-dimethylpyrrolidin-1-yl)methyl)cyclopropanecarboxamido)-2-methylpyridin-3-yl)-2-(1-(2-methoxyethyl)-1H-pyrazol-4-yl)pyrazolo[5,1-b]thiazole-7-carboxamide